(S)-N'-(3-methyl-2-oxopyrrolidine-3-carbonyl)-3-((4-(trifluoromethyl)phenyl)amino)-picolinohydrazide C[C@]1(C(NCC1)=O)C(=O)NNC(C1=NC=CC=C1NC1=CC=C(C=C1)C(F)(F)F)=O